(3R)-3-({2-[1-(3-hydroxypropyl)-1H-pyrazol-4-yl][1,2,4]triazolo[1,5-c]quinazolin-5-yl}amino)azepan-2-one OCCCN1N=CC(=C1)C1=NN2C(=NC=3C=CC=CC3C2=N1)N[C@H]1C(NCCCC1)=O